[K+].C(C=C)S(=O)(=O)[O-] allylsulfonate potassium salt